2-phenyl-2,3-dihydro-1H-pyridin-4-one C1(=CC=CC=C1)C1NC=CC(C1)=O